NC1=NNC(C2=C1N(N=C2[C@@H]2CN(CC2)C(C#CC)=O)C2=CC=C(C=C2)OC2=C(C=CC=C2F)F)=O (S)-7-amino-3-(1-(but-2-ynoyl)pyrrolidin-3-yl)-1-(4-(2,6-difluorophenoxy)phenyl)-1,5-dihydro-4H-pyrazolo[3,4-d]pyridazin-4-one